ClC1=CC2=C(C(=NO2)N2C(N3[C@H](C2)C[C@@H](C3)NS(=O)(=O)CC)=O)C(=C1)C1=C(C=CC=C1F)F N-{(6S,7aS)-2-[6-chloro-4-(2,6-difluorophenyl)-1,2-benzoxazol-3-yl]-3-oxohexahydro-1H-pyrrolo[1,2-c]imidazol-6-yl}ethanesulfonamide